1,1'-Disulfandiylbis(4-fluoro-2-methyl-3-nitrobenzene) S(SC1=C(C(=C(C=C1)F)[N+](=O)[O-])C)C1=C(C(=C(C=C1)F)[N+](=O)[O-])C